O(C1=CC=CC=C1)C=1C=C(CNC(O)=O)C=CC1.[N+](=O)([O-])C1=C(C(=O)O)C=CC=C1 nitro-benzoic acid (m-phenoxybenzyl carbamate)